5-bromo-4-fluoro-1-(2,2,2-trifluoroethyl)indazole BrC=1C(=C2C=NN(C2=CC1)CC(F)(F)F)F